4,5-dibromo-6-fluoro-2-methyl-pyridazin-3-one BrC=1C(N(N=C(C1Br)F)C)=O